sodium r-butoxide [O-]CCCC.[Na+]